Tricalcium citrat C(CC(O)(C(=O)[O-])CC(=O)[O-])(=O)[O-].[Ca+2].[Ca+2].[Ca+2].C(CC(O)(C(=O)[O-])CC(=O)[O-])(=O)[O-]